Cl.NC(CNC(O)=O)(C)C (2-amino-2-methylpropyl)carbamate hydrochloride